{[(2S,4S)-4-({2-[(2,4-Difluorophenoxy)methyl]pyrimidin-4-yl}oxy)-2-methylpiperidin-1-yl]methyl}-1-[(2S)-2-(2,2,2-trifluoroethoxy)propyl]-1H-1,3-benzodiazole-6-carboxylic acid FC1=C(OCC2=NC=CC(=N2)O[C@@H]2C[C@@H](N(CC2)CC2=NC3=C(N2C[C@H](C)OCC(F)(F)F)C=C(C=C3)C(=O)O)C)C=CC(=C1)F